C(#N)[C@H]1N(CSC1)C(CNC(=O)C1=CC=NC2=CC=C(C=C12)N1[C@H](COCCC1)C)=O N-(2-((R)-4-Cyanothiazolidin-3-yl)-2-oxoethyl)-6-((S)-3-methyl-1,4-oxazepan-4-yl)-quinoline-4-carboxamide